ClC=1C(=NN(C1C)C=1C=C(C(=O)N(C2=CC3=C(OCO3)C=C2C)C)C=CC1)C 3-(4-chloro-3,5-dimethyl-pyrazol-1-yl)-N-methyl-N-(6-methyl-1,3-benzodioxol-5-yl)benzamide